ClC=1C=NN(C(C1)=O)CCC(=O)Cl 3-(4-chloro-6-oxopyridazin-1(6H)-yl)propionyl chloride